N-(3-(6-(4-(aminomethyl)phenyl)-7H-pyrrolo[2,3-d]pyrimidin-4-yl)-5-fluoro-2-methylphenyl)-2-fluoro-4-(2-hydroxypropan-2-yl)benzamide trifluoroacetate salt FC(C(=O)O)(F)F.NCC1=CC=C(C=C1)C1=CC2=C(N=CN=C2C=2C(=C(C=C(C2)F)NC(C2=C(C=C(C=C2)C(C)(C)O)F)=O)C)N1